ClC=1C=C2N=C(C=3N(C2=CC1C(=O)N1C(CCC1)C1=CC=C(C=C1)F)C=NC3)NCC3=CC=C(C=C3)OC (7-chloro-4-((4-methoxybenzyl)amino)imidazo[1,5-a]quinoxalin-8-yl)(2-(4-fluorophenyl)pyrrolidin-1-yl)methanone